C(C1=CN=CC=C1)C1CCN(CC1)C(=O)OC(C)(C)C tert-Butyl 4-nicotinylpiperidine-1-carboxylate